COC1=NC=2C(=NC=C(C2)C=2C=NC=CC2)N1C(=O)NCCCCC1=CC=CC=C1 Methoxy-N-(4-phenylbutyl)-6-(pyridin-3-yl)-3H-imidazo[4,5-b]pyridine-3-carboxamide